2,6-dimethyl-9,10-diacryloyloxy-1,4-dihydro-1,4-methanoanthracene CC=1C2C3=C(C4=CC=C(C=C4C(=C3C(C1)C2)OC(C=C)=O)C)OC(C=C)=O